C(=C)CC(CC(=O)N)=O vinyl-acetoacetamide